1-(1-((3-(azetidin-3-ylmethoxy)phenyl)sulfonyl)-5-(2-fluorophenyl)-1H-pyrrol-3-yl)-N-methyl-methylamine trifluoroacetate salt FC(C(=O)O)(F)F.N1CC(C1)COC=1C=C(C=CC1)S(=O)(=O)N1C=C(C=C1C1=C(C=CC=C1)F)CNC